4-(1-(2-Chloro-4-((((1s,3s)-3-hydroxy-3-methylcyclobutyl)amino)methyl)phenyl)-1H-pyrazol-4-yl)-2-((1-(ethylsulfonyl)piperidin-4-yl)amino)pyrimidine-5-carbonitrile ClC1=C(C=CC(=C1)CNC1CC(C1)(C)O)N1N=CC(=C1)C1=NC(=NC=C1C#N)NC1CCN(CC1)S(=O)(=O)CC